C1(CC1)C[C@H](CCCC(=O)N(C)OC)[C@H]1N(C(OC1)(C)C)C(=O)OC(C)(C)C tert-Butyl (4R)-4-[(1S)-1-(cyclopropylmethyl)-5-[methoxy(methyl)amino]-5-oxo-pentyl]-2,2-dimethyl-oxazolidine-3-carboxylate